tert-butyl (3S,4R)-3-methoxy-4-(3-tridecylureido)pyrrolidine-1-carboxylate CO[C@H]1CN(C[C@H]1NC(=O)NCCCCCCCCCCCCC)C(=O)OC(C)(C)C